Cl.FC=1C2=C(C=NC1)CN(C2)C(=O)NC2=CC=C(C=C2)C=2CCNCC2 7-fluoro-N-(4-(1,2,3,6-tetrahydropyridin-4-yl)phenyl)-1,3-dihydro-2H-pyrrolo[3,4-c]pyridine-2-carboxamide hydrochloride